dineopentanol butynedioate C(C#CC(=O)O)(=O)O.C(C(C)(C)C)O.C(C(C)(C)C)O